C1(CC1)C1=NC=C(C(=O)OC)C=C1F methyl 6-cyclopropyl-5-fluoronicotinate